(2RS)-2-(6,7-dihydro-5H-pyrrolo[1,2-c]imidazol-1-yl)-2-[4-fluoro-1-oxo-6-[4-(4-piperidinyl)phenyl]isoindol-2-yl]-N-thiazol-2-yl-acetamide C1(=C2N(C=N1)CCC2)[C@H](C(=O)NC=2SC=CN2)N2C(C1=CC(=CC(=C1C2)F)C2=CC=C(C=C2)C2CCNCC2)=O |r|